1-methyl-5-(6-methyl-3-pyridinyl)imidazole-4-carbonitrile CN1C=NC(=C1C=1C=NC(=CC1)C)C#N